hexadeca-2,4,6,9,11,13-hexaen-15,16-diyldimethanol CC=CC=CC=CCC=CC=CC=CC(CCO)CO